Cl.Cl.FC=1C=C(OC2CCN(CC2)C(=O)C2=CC(=C(C=C2)O[C@@H]2CNCC2)N2CCC(CC2)C(F)(F)F)C=C(C1)N1CCNCC1 (S)-(4-(3-fluoro-5-(piperazin-1-yl)phenoxy)piperidin-1-yl)(4-(pyrrolidin-3-yloxy)-3-(4-(trifluoromethyl)piperidin-1-yl)phenyl)methanone dihydrochloride